8-fluoro-3-(4-(2,2,2-trifluoroethoxy)phenyl)-2-(trifluoromethyl)-4H-pyrido[1,2-a]pyrimidin-4-one FC1=CC=2N(C(C(=C(N2)C(F)(F)F)C2=CC=C(C=C2)OCC(F)(F)F)=O)C=C1